2-tert-butoxycarbonylamino-3-(4-carbamoyl-2,6-dimethylphenyl)propionic acid C(C)(C)(C)OC(=O)NC(C(=O)O)CC1=C(C=C(C=C1C)C(N)=O)C